tert-butyl 3,4-dihydroquinoxalin-1(2H)-carboxylate N1(CCNC2=CC=CC=C12)C(=O)OC(C)(C)C